3-bromo-4-methoxy-1,7-dimethyl-1H-pyrazolo[3,4-d]Pyridazine BrC1=NN(C2=C(N=NC(=C21)OC)C)C